2-[[4-[2-(4-chloro-2-fluoro-phenyl)-2-methyl-1,3-benzodioxol-4-yl]-2,6-difluoro-phenyl]methyl]-3-(2-methylsulfonylethyl)benzimidazole-5-carboxylic acid ClC1=CC(=C(C=C1)C1(OC2=C(O1)C=CC=C2C2=CC(=C(C(=C2)F)CC=2N(C1=C(N2)C=CC(=C1)C(=O)O)CCS(=O)(=O)C)F)C)F